C(C)OC=1C=C2CCN(CC2=CC1NC=1N=C(C2=C(N1)NC=C2)NC2=C(C=CC=C2)S(=O)(=O)N(C)C)C 2-((2-((6-ethoxy-2-methyl-1,2,3,4-tetrahydroisoquinolin-7-yl)amino)-7H-pyrrolo[2,3-d]pyrimidin-4-yl)amino)-N,N-dimethylbenzenesulfonamide